CC1=C(C#N)C=CC=C1[C@@H](C)NC1=C2C(=C(N=N1)C)C=NC(=C2)N2[C@@H]1CN([C@@H]1CC2)C 2-methyl-3-((R)-1-((4-methyl-7-((1R,5R)-6-methyl-2,6-diazabicyclo[3.2.0]heptan-2-yl)pyrido[3,4-d]pyridazin-1-yl)amino)ethyl)benzonitrile